(3-fluoro-4-(4-(imidazo[1,2-a]pyridin-7-ylamino)quinolin-6-yl)phenyl)(4-methylpiperazin-1-yl)methanone FC=1C=C(C=CC1C=1C=C2C(=CC=NC2=CC1)NC1=CC=2N(C=C1)C=CN2)C(=O)N2CCN(CC2)C